(2,4-Dihydroxy-6-(pyridazin-3-ylmethoxy)phenyl)(4-((tetrahydrofuran-3-yl)amino)isoindolin-2-yl)methanone OC1=C(C(=CC(=C1)O)OCC=1N=NC=CC1)C(=O)N1CC2=CC=CC(=C2C1)NC1COCC1